The molecule is a cholesterol ester obtained by formal acylation of the hydroxy group of cholesterol by acetic acid. It has a role as a human metabolite. It is a cholesteryl ester and an acetate ester. C[C@H](CCCC(C)C)[C@H]1CC[C@@H]2[C@@]1(CC[C@H]3[C@H]2CC=C4[C@@]3(CC[C@@H](C4)OC(=O)C)C)C